FC(C=1OC(=NN1)C=1C=NC(=CC1)CN1N=NC(=C1)C1=CC(=C(C(=C1)F)F)F)F 2-(difluoromethyl)-5-(6-((4-(3,4,5-trifluorophenyl)-1H-1,2,3-triazol-1-yl)methyl)pyridin-3-yl)-1,3,4-oxadiazole